BrC=1C(=C(OCCCCN2CC(CC2)O)C=CC1)Cl N-(4-(3-bromo-2-chlorophenoxy)butyl)pyrrolidin-3-ol